8-(2-{[(2R,7aS)-2-fluoro-hexahydropyrrolizin-7a-yl]methoxy}-4-[5-(hydroxymethyl)-1,4-oxazepan-4-yl]-8-methyl-5-oxopyrano[4,3-d]pyrimidin-7-yl)-6-hydroxynaphthalene-1-carbonitrile F[C@@H]1C[C@@]2(CCCN2C1)COC=1N=C(C2=C(N1)C(=C(OC2=O)C=2C=C(C=C1C=CC=C(C21)C#N)O)C)N2CCOCCC2CO